p-coumaryl coumarate C(\C=C\C1=CC=C(C=C1)O)(=O)OC\C=C\C1=CC=C(C=C1)O